FC1=NC=CC(=C1)B(O)O (2-fluoro-pyridin-4-yl)boronic acid